O=C1C(=C(C=NN1)N1[C@@H](CCC1)CO[C@@H](CC(=O)N1CCN(CC1)C1=CC=C(C=N1)C#N)C)C(F)(F)F 6-[4-[(3R)-3-[[(2S)-1-[6-oxo-5-(trifluoromethyl)-1,6-dihydropyridazin-4-yl]pyrrolidin-2-yl]methoxy]butanoyl]piperazin-1-yl]pyridine-3-carbonitrile